4-[2-oxa-6-azaspiro[3.3]heptan-6-yl]aniline C1OCC12CN(C2)C2=CC=C(N)C=C2